tert-butyl (4-(4-(4-((1-(tert-butyl)-1H-1,2,3-triazole-4-carboxamido)methyl)-3-methylphenyl)pyridin-3-yl)-1,4-oxazepan-6-yl)(methyl)carbamate C(C)(C)(C)N1N=NC(=C1)C(=O)NCC1=C(C=C(C=C1)C1=C(C=NC=C1)N1CCOCC(C1)N(C(OC(C)(C)C)=O)C)C